2-phenylpyridine-3-d C1(=CC=CC=C1)C1=NC=CC=C1[2H]